N-(cyclopropylmethyl)-3-((13S,15S,Z)-4-fluoro-16-(hydroxymethylene)-13-methyl-17-oxo-7,8,9,11,12,13,14,15,16,17-decahydro-6H-cyclopenta[a]phenanthren-15-yl)-N-methylpropanamide C1(CC1)CN(C(CC[C@H]/1C2C3CCC=4C(=CC=CC4C3CC[C@@]2(C(\C1=C/O)=O)C)F)=O)C